FC(C1=CC=C(C=C1)C=1CC2(CCN(C2)C(C=C)=O)CC1)(F)F 1-(7-(4-(trifluoromethyl)phenyl)-2-azaspiro[4.4]non-7-en-2-yl)prop-2-en-1-one